C1(CC1)C1=NC=CC(=C1)NC(=O)C=1C=NN(C1C(F)(F)F)C1=C2C=CNC(C2=CC=C1)=C=O N-(2-cyclopropylpyridin-4-yl)-1-(1-carbonyl-1,2-dihydroisoquinolin-5-yl)-5-(trifluoromethyl)-1H-pyrazole-4-carboxamide